C(C1=CC=CC=C1)OCCCOCC(CN1N=CC(=C1)Br)(C)C 1-[3-(3-benzyloxypropoxy)-2,2-dimethyl-propyl]-4-bromo-pyrazole